NC1=NC=CC2=C(C=CC=C12)C1=CC2=C(N(N=C2C=C1)[C@@H]1CN(CC1)CCOC)COC1=C(C=CC=C1)CC(=O)OCC (S)-ethyl 2-(2-((5-(1-aminoisoquinolin-5-yl)-2-(1-(2-methoxyethyl)pyrrolidin-3-yl)-2H-indazol-3-yl)methoxy)phenyl)acetate